1-ethynyl-2-isopropoxybenzene C(#C)C1=C(C=CC=C1)OC(C)C